ClC1=C2C3=C(N=C(N=C3C(=C1C1=C(C(=CC(=N1)N(CC1=CC=C(C=C1)OC)CC1=CC=C(C=C1)OC)C)I)F)SC)N1[C@H](CO2)CCCC1 6-((8aS)-6-chloro-4-fluoro-2-(methylthio)-8,8a,9,10,11,12-hexahydropyrido[2',1':3,4][1,4]oxazepino[5,6,7-de]quinazolin-5-yl)-5-iodo-N,N-bis(4-methoxybenzyl)-4-methylpyridin-2-amine